CN1C=2N(CCCC1=O)N=C(C2)CC2COCC2 4-methyl-2-(tetrahydrofuran-3-ylmethyl)-7,8-dihydro-6H-pyrazolo[1,5-a][1,3]diazepin-5-one